1-(6-bromo-4-chloroisoindolin-2-yl)-2,2,2-trifluoroethan-1-one BrC1=CC(=C2CN(CC2=C1)C(C(F)(F)F)=O)Cl